FC1(OC(OC1(F)F)=C(F)F)C(OC(C(F)(F)F)(F)F)(F)F perfluoro(2-methylene-4-ethoxymethyl-1,3-dioxolane)